2-[(2,6-difluoro-4-pyridyl)-(2-methoxyacetyl)amino]-5-methyl-N-spiro[3.4]octan-3-yl-thiazole-4-carboxamide FC1=NC(=CC(=C1)N(C=1SC(=C(N1)C(=O)NC1CCC12CCCC2)C)C(COC)=O)F